C1=CC(=CC=C1N)S(=O)(=O)C2=CC=C(C=C2)N 4,4'-Diaminodiphenylsulfone